2-(6-((5-methoxypyridin-2-yl)amino)-2-(pyridin-3-yl)pyrimidin-4-yl)-N-methyl-2-azaspiro[4.5]decane-7-carboxamide COC=1C=CC(=NC1)NC1=CC(=NC(=N1)C=1C=NC=CC1)N1CC2(CC1)CC(CCC2)C(=O)NC